C1(CC1)C#CC1=CN=CC=2[C@H]3N(C[C@@H](OC21)C3)C(=O)C32CCC(CC3)(C2)F ((2S,5S)-9-(Cyclopropylethynyl)-2,3-dihydro-2,5-methanopyrido[3,4-f][1,4]oxazepin-4(5H)-yl)(4-fluorobicyclo[2.2.1]heptan-1-yl)methanone